5-(3-oxa-8-azabicyclo[3.2.1]octan-8-yl)-2-methoxybenzenesulfonamide C12COCC(CC1)N2C=2C=CC(=C(C2)S(=O)(=O)N)OC